C(=C)C1=CC=C2C=C(C(N(C2=C1)C1=CC=C(C=C1)N)=O)C(=O)[O-] 7-vinyl-1-(4-aminophenyl)-2-oxo-1,2-dihydroquinoline-3-carboxylate